tert-butyl (S)-6-(7-fluoro-1'-methyl-3H-spiro[benzofuran-2,4'-piperidin]-5-yl)-3-methyl-3,4-dihydropyridine-1(2H)-carboxylate FC1=CC(=CC=2CC3(CCN(CC3)C)OC21)C2=CC[C@@H](CN2C(=O)OC(C)(C)C)C